4-(1H-pyrrolo[2,3-b]pyridin-2-yl)phenyl L-cysteinate dihydrochloride Cl.Cl.N[C@@H](CS)C(=O)OC1=CC=C(C=C1)C1=CC=2C(=NC=CC2)N1